ClC1=C(NC2=NC=CC=C21)C2=CN(C=1N=CN=C(C12)N)C(C)C 5-(3-Chloro-1H-pyrrolo[2,3-b]pyridin-2-yl)-7-isopropyl-pyrrolo[2,3-d]pyrimidin-4-amine